p-ethylhexyl-benzoic acid C(C)C1=CC(=C(C(=O)O)C=C1)CCCCCC